Cl.N[C@H]1CC([C@H]1O)(C)C |r| rac-(1R,4S)-4-amino-2,2-dimethylcyclobutan-1-ol hydrochloride